cyclopropanecarbothioic acid S-ethyl ester C(C)SC(=O)C1CC1